Tert-butyl 3-(5-(1-ethyl-1,4,5,6-tetrahydropyrrolo[3,4-c]pyrazole-5-carbonyl)-7-(2-ethylpyridin-3-yl)-4-fluoro-1H-indol-2-yl)-5,6-dihydropyridine-1(2H)-carboxylate C(C)N1N=CC2=C1CN(C2)C(=O)C=2C(=C1C=C(NC1=C(C2)C=2C(=NC=CC2)CC)C=2CN(CCC2)C(=O)OC(C)(C)C)F